7-(2-hydroxy-2-methylpropoxy)-5-(6-(4-((6-methoxypyridazin-3-yl)oxy)piperidin-1-yl)pyridin-3-yl)imidazo[1,2-a]pyridine-3-carbonitrile OC(COC1=CC=2N(C(=C1)C=1C=NC(=CC1)N1CCC(CC1)OC=1N=NC(=CC1)OC)C(=CN2)C#N)(C)C